(2R)-2-{[(benzyloxy)carbonyl]amino}-3-fluoropropionic acid C(C1=CC=CC=C1)OC(=O)N[C@H](C(=O)O)CF